C(C)OC(=O)C1C(C2=CC=CC(=C2C1)Br)=O 4-bromo-1-oxo-indan-2-carboxylic acid ethyl ester